C(C)OC(C(C(=O)NC=1C=NC(=C(C1)[Se]C)C#N)(C)O)=O 3-((6-cyano-5-(methylseleno)pyridin-3-yl)amino)-2-hydroxy-2-methyl-3-oxopropanoic acid ethyl ester